5,6-bis(2-isopropylphenyl)-1H-benzimidazole-1-carboxylic acid methyl ester COC(=O)N1C=NC2=C1C=C(C(=C2)C2=C(C=CC=C2)C(C)C)C2=C(C=CC=C2)C(C)C